N1N=NC2=C1C=CC=C2C2=C(C(=CC=C2C)O)CCCCCCCCCCCC Benzotriazolyl-Dodecyl-p-Cresol